C(C)(C)[C@@H]1CO1 (2R)-2-isopropyl ethylene oxide